C(C)(=O)OCC1C(C1C(=O)OC(C)C)(C)C isopropyl 3-acetoxymethyl-2,2-dimethylcyclopropanecarboxylate